N1-((1-(Cyclopropylmethyl)piperidin-4-yl)methyl)-N3-(2-(4-methoxyphenyl)quinolin-4-yl)propane-1,3-diamine trihydrochloride Cl.Cl.Cl.C1(CC1)CN1CCC(CC1)CNCCCNC1=CC(=NC2=CC=CC=C12)C1=CC=C(C=C1)OC